(3S,4R)-4-((5-fluoro-7-(5-(1,1,1-trifluoro-2-methylpropan-2-yl)pyridin-2-yl)pyrrolo[2,1-f][1,2,4]triazin-2-yl)amino)tetrahydro-2H-pyran-3-ol FC=1C=C(N2N=C(N=CC21)N[C@H]2[C@@H](COCC2)O)C2=NC=C(C=C2)C(C(F)(F)F)(C)C